5-(4-cyclopropyl-6-methoxypyrimidin-5-yl)-3-iodo-1-methyl-1H-pyrazolo[4,3-d]pyrimidine C1(CC1)C1=NC=NC(=C1C=1N=CC2=C(N1)C(=NN2C)I)OC